tert-butyl (5-(1-hydroxybut-3-yn-1-yl)thiazol-2-yl)carbamate OC(CC#C)C1=CN=C(S1)NC(OC(C)(C)C)=O